(R)-4-((3-acrylamidopiperidin-1-yl)methyl)-N-(4-(4-(piperidin-1-yl)-7H-pyrrolo[2,3-d]pyrimidin-6-yl)phenyl)picolinamide C(C=C)(=O)N[C@H]1CN(CCC1)CC1=CC(=NC=C1)C(=O)NC1=CC=C(C=C1)C1=CC2=C(N=CN=C2N2CCCCC2)N1